FC(OC1=CC=C(C=C1)C=1C(NC=C2C1N=C(N=C2)NCC(F)(F)F)=O)F 8-(4-(difluoromethoxy)phenyl)-2-((2,2,2-trifluoroethyl)amino)pyrido[4,3-d]pyrimidin-7(6H)-one